1,3,8-triazaspiro[4.5]decane-2,4-dione 2,2,2-trifluoroacetic acid salt FC(C(=O)O)(F)F.N1C(NC(C12CCNCC2)=O)=O